C(CCCCCCCCCCCCCCC)(=O)OC(CO)CO 1,3-dihydroxypropan-2-yl palmitate